O1CC(C1)N1CCN(CC1)CCS(=O)(=O)N 2-(4-(oxetan-3-yl)piperazin-1-yl)ethane-1-sulfonamide